C1NC=NCC2=C1C=CC=C2 2,5-dihydro-1H-benzo[e][1,3]diazepine